C(#N)C1=CC=C(CN2CC(C2)S(=O)(=O)N2C3=C(SCC2)C(=CN=C3)C3=CC=C(C#N)C=C3)C=C1 4-(4-((1-(4-cyanobenzyl)azetidin-3-yl)sulfonyl)-3,4-dihydro-2H-pyrido[4,3-b][1,4]thiazin-8-yl)-benzonitrile